ONC(\C=C\C1=CC=C(C=C1)/C=N/OCC1=C(C(=C(C(=C1F)F)F)F)F)=O (E)-N-hydroxy-3-[4-[(E)-(2,3,4,5,6-pentafluorophenyl)methoxyiminomethyl]phenyl]prop-2-enamide